Cl.ClC1=CC(=C(C=C1)C(C)(C)N)OC 2-(4-chloro-2-methoxyphenyl)propan-2-amine hydrochloride